FC1=C(C=C(C=C1)S(=O)(=O)N1C[C@H](OCC1)C1=C(SC2=C1C=CC=C2)C(=O)N)C |o1:12| 3-[(R) or (S)-4-(4-Fluoro-3-methyl-phenyl)sulfonylmorpholin-2-yl]benzothiophene-2-carboxamide